2,2',6,6'-Tetramethylbenzidine CC1=C(C(=CC(=C1)N)C)C1=C(C=C(N)C=C1C)C